N-(2,4-dimethoxybenzyl)-2-fluoro-N-(pyrimidin-4-yl)benzenesulfonamide COC1=C(CN(S(=O)(=O)C2=C(C=CC=C2)F)C2=NC=NC=C2)C=CC(=C1)OC